(4-(3-(4-fluorophenyl)imidazo[2,1-b]thiazol-6-yl)phenyl)(morpholino)methanone FC1=CC=C(C=C1)C=1N2C(SC1)=NC(=C2)C2=CC=C(C=C2)C(=O)N2CCOCC2